4-(4-methyl-1,4-diazepan-1-yl)benzene-1,2-diamine CN1CCN(CCC1)C=1C=C(C(=CC1)N)N